iodocysteine IN[C@@H](CS)C(=O)O